1,1,3,3,5,5-hexa-ethoxy-trisilacyclohexane C(C)O[Si]1([SiH2][Si](CC(C1)(OCC)OCC)(OCC)OCC)OCC